OC1=C(C(=CC(=C1)O)CCC1=CC=CC=C1)C(C(=O)N)=C (2,4-Dihydroxy-6-phenethylphenyl)acrylamide